N-(7-chloro-6-(1-(4-hydroxy-3-methyltetrahydrofuran-3-yl)piperidin-4-yl)isoquinolin-3-yl)-2-(1-methyl-1H-pyrazol-4-yl)cyclopropane-1-carboxamide ClC1=C(C=C2C=C(N=CC2=C1)NC(=O)C1C(C1)C=1C=NN(C1)C)C1CCN(CC1)C1(COCC1O)C